5-carboxy-cytidine C(=O)(O)C=1C(=NC(N([C@H]2[C@H](O)[C@H](O)[C@@H](CO)O2)C1)=O)N